3-(5-Bromopyrimidin-2-yl)azetidine-1-carboxylic acid tert-butyl ester C(C)(C)(C)OC(=O)N1CC(C1)C1=NC=C(C=N1)Br